FC1=C(C=CC=C1NS(=O)(=O)NC)CN1C(OC2=CC(=CN=C2[C@H]1C)OC=1N=NC=CC1)=O (R)-3-{[2-fluoro-3-(methylaminosulfonylamino)phenyl]methyl}-4-methyl-7-(3-pyridazinyloxy)-3,4-dihydro-2H-1-oxa-3,5-diazanaphthalen-2-one